Cl.ClC=1C=NN2C1C(=CC(=C2)C=2N=NN(C2C)[C@H]2[C@@H](CNCC2)F)OC(CO)C2=NC=C(C=C2)F 2-[3-Chloro-6-[1-[(3R,4R)-3-fluoro-4-piperidyl]-5-methyl-triazol-4-yl]pyrazolo[1,5-a]pyridin-4-yl]oxy-2-(5-fluoro-2-pyridyl)ethanol HCl